COC(=O)C1=CC2=C(N=C(N2C)NC2=C(C=C(C=C2)Br)F)C(=C1)F (4-bromo-2-fluorophenylamino)-7-fluoro-3-methyl-3H-benzimidazole-5-carboxylic acid methyl ester